8-bromo-6-fluoro-4-carbonyl-1,4-dihydroquinoline-2-carboxylic acid methyl ester COC(=O)C=1NC2=C(C=C(C=C2C(C1)=C=O)F)Br